ClC1=CC(=C2C(=N1)N(C(=N2)[C@H](C(C)C)N)C)N2CCOCC2 (S)-1-(5-chloro-3-methyl-7-morpholino-3H-imidazo[4,5-b]pyridin-2-yl)-2-methylpropan-1-amine